FC(C=1C(=C(C=CC1)[C@@H](C)NC=1C2=C(N=C(N1)C)N=C(C(=C2)C2(CC2)C#N)O[C@@H]2CN(CC2)C)F)F 1-(4-(((R)-1-(3-(difluoromethyl)-2-fluorophenyl)ethyl)amino)-2-methyl-7-(((S)-1-methylpyrrolidin-3-yl)oxy)pyrido[2,3-d]pyrimidin-6-yl)cyclopropane-1-carbonitrile